L-3-(1-pyrrolin-2-yl)pyridine N1=C(CCC1)C=1C=NC=CC1